Tert-butyl (R)-3-(((2-methoxy-4-(methoxycarbonyl)-6-nitrophenyl)amino)methyl)pyrrolidine-1-carboxylate COC1=C(C(=CC(=C1)C(=O)OC)[N+](=O)[O-])NC[C@@H]1CN(CC1)C(=O)OC(C)(C)C